(1S)-2-(4-(benzo[d]oxazol-2-yl)-5-hydroxy-1-methyl-6-oxo-1,6-dihydropyrimidin-2-yl)-1-(2-fluorophenyl)-N,N-dimethyl-1,2,3,4-tetrahydroisoquinoline-7-carboxamide O1C(=NC2=C1C=CC=C2)C=2N=C(N(C(C2O)=O)C)N2[C@@H](C1=CC(=CC=C1CC2)C(=O)N(C)C)C2=C(C=CC=C2)F